1,4-bis-cyanobutane C(#N)CCCCC#N